C(CC(=O)[O-])(=O)OC(C)(CC)C(C)(C)C.[K+].[Li+].C(C)(C)(C)C(C)(CC)OC(CC(=O)[O-])=O lithium potassium 2-(tert-butyl)-2-butyl malonate